ClC=1C(=CC(=NC1)C1(CC(C1)(F)F)C#N)I 1-(5-chloro-4-iodo-2-pyridinyl)-3,3-difluoro-cyclobutanenitrile